C1(=CC=C(C=C1)C1=[NH+]C=CC=C1)C 2-(p-tolyl)pyridinium